N-(2-{4-[(aminosulfonyl)amino]hexahydropyridin-1-yl}-5-fluorophenyl)-8-(1-methylpyrazol-4-yl)imidazo[3,2-a]pyrazine-6-carboxamide NS(=O)(=O)NC1CCN(CC1)C1=C(C=C(C=C1)F)NC(=O)C=1N=C(C=2N(C1)C=CN2)C=2C=NN(C2)C